2-((8-amino-7-fluoro-6-(4-methylpyridin-3-yl)isoquinolin-3-yl)amino)-3-fluoro-6-methyl-5,6-dihydro-4H-pyrazolo[1,5-d][1,4]diazepin-7(8H)-one NC=1C(=C(C=C2C=C(N=CC12)NC1=NN2CC(N(CCC2=C1F)C)=O)C=1C=NC=CC1C)F